(S)-N-(1-(3-(tert-butyl)-5-fluorophenyl)ethyl)-1-isobutyl-1H-indole-6-carboxamide C(C)(C)(C)C=1C=C(C=C(C1)F)[C@H](C)NC(=O)C1=CC=C2C=CN(C2=C1)CC(C)C